5-[4-(2-methoxyethoxy)-5h,6h,7h,8h-pyrido[3,4-d]pyrimidine-7-carbonyl]-6-methyl-N-(1-methylcyclopropyl)furo[2,3-d]pyrimidin-4-amine COCCOC=1C2=C(N=CN1)CN(CC2)C(=O)C2=C(OC=1N=CN=C(C12)NC1(CC1)C)C